2-(thiophen-3-yl)-morpholine S1C=C(C=C1)C1CNCCO1